2-(3,4-Dihydroxyphenyl)-3-ethoxy-5,7-dihydroxy-4H-benzopyran-4-one OC=1C=C(C=CC1O)C=1OC2=C(C(C1OCC)=O)C(=CC(=C2)O)O